5-((3-acrylamido-4-methylbenzyl)amino)-7-((3,5-dimethoxyphenyl)amino)imidazo[1,2-c]pyrimidine-8-amide C(C=C)(=O)NC=1C=C(CNC2=NC(=C(C=3N2C=CN3)C(=O)N)NC3=CC(=CC(=C3)OC)OC)C=CC1C